CC1=C(C(=O)O)C=CC(=C1)N1N=CC=C1 2-methyl-4-(1H-pyrazol-1-yl)benzoic acid